1-(2-chlorobenzo[b]thiophen-6-yl)-N-((1R,2R)-1-(2,3-dihydrobenzo[b][1,4]dioxin-6-yl)-1-hydroxy-3-(pyrrolidin-1-yl)propan-2-yl)pyrrolidine-3-carboxamide ClC1=CC2=C(S1)C=C(C=C2)N2CC(CC2)C(=O)N[C@@H]([C@H](O)C2=CC1=C(OCCO1)C=C2)CN2CCCC2